N-(5-(4-(2,6-dichloro-3,5-dimethoxyphenyl)imidazo[1,2-a][1,6]naphthyridin-8-yl)-2-(4-(N,N-dimethylsulfamoyl)piperazin-1-yl)-4-methoxyphenyl)acrylamide ClC1=C(C(=C(C=C1OC)OC)Cl)C=1C=2N(C3=CC(=NC=C3C1)C=1C(=CC(=C(C1)NC(C=C)=O)N1CCN(CC1)S(N(C)C)(=O)=O)OC)C=CN2